3-Ethynylaniline C(#C)C=1C=C(N)C=CC1